BrC1=CC=C(C=C1)[C@@H](CO)NC(CN1C(C2=CC(=CC=C2C1)C1=NC(=NC=C1Cl)NC1CCOCC1)=O)=O (S)-N-(1-(4-bromophenyl)-2-hydroxyethyl)-2-(6-(5-chloro-2-((oxan-4-yl)amino)pyrimidin-4-yl)-1-oxoisoindolin-2-yl)acetamide